FC=1C=C(C=C(C1)F)NC(C#N)(C)C 2-((3,5-Difluorophenyl)amino)-2-methylpropanenitrile